FC1=CC=C(C(=C1[C@H]([C@H](C=1OC(NN1)=O)NS(=O)(=O)N1CC(CCC1)C(C)O)C)C)C rac-N-((1R,2R)-2-(6-fluoro-2,3-dimethylphenyl)-1-(5-oxo-4,5-dihydro-1,3,4-oxadi-azol-2-yl)propyl)-3-(1-hydroxyethyl)piperidine-1-sulfonamide